BrC=1C=CC=C2N=CC(=NC12)C=1C=NN(C1)C1CCNCC1 8-bromo-2-[1-(4-piperidyl)pyrazol-4-yl]quinoxaline